O=C(CC)CNCCC(CCC(CC(=O)O)=O)=O 3,8,11-trioxo-5-azatridecane-13-oic acid